O=C1CC=2C=CC=C3C=CC=C1C23 2-oxoacenaphthene